10-amino-1-decanesulfonic acid NCCCCCCCCCCS(=O)(=O)O